C(#N)/C(/C(=O)O)=C\C1=CN(C2=CC=CC=C12)CC1=CC=NC=C1 (E)-2-cyano-3-(1-(pyridin-4-ylmethyl)-1H-indol-3-yl)acrylic acid